2-methyl-5-(3-methyl-1H-indazol-5-yl)-1,3,4-oxadiazole CC=1OC(=NN1)C=1C=C2C(=NNC2=CC1)C